1-(4-((2-methoxyhexyl)sulfonyl)piperazin-1-yl)prop-2-en-1-one COC(CS(=O)(=O)N1CCN(CC1)C(C=C)=O)CCCC